C(CCCCCCCCC\C=C\CCCCCC)(=O)OCCCCCCCC\C=C/C[C@H](O)CCCCCC ricinoleyl vaccenate